C(C)N1C(CCC1=O)CN1C=NC2=C1C=C(C=C2)C(=O)O 1-((1-ethyl-5-oxopyrrolidin-2-yl)methyl)-1H-benzo[d]imidazole-6-carboxylic acid